O=C1NC(CCC1N1C(C2=CC=CC(=C2C1=O)/C=C/C(=O)OC(C)(C)C)=O)=O tert-butyl (E)-3-(2-(2,6-dioxopiperidin-3-yl)-1,3-dioxoisoindolin-4-yl)acrylate